7-phenyl-sulfonyl-1,10-phenanthroline C1(=CC=CC=C1)S(=O)(=O)C=1C2=CC=C3C=CC=NC3=C2N=CC1